vinyl-tri(triethylsiloxy)silane C(=C)[Si](O[Si](CC)(CC)CC)(O[Si](CC)(CC)CC)O[Si](CC)(CC)CC